5-oxa-2-azaspiro[3.4]Octane-2-carboxylate C1N(CC12OCCC2)C(=O)[O-]